CC1=C(C=CC(=C1)C)CCNC(=O)C1=C(N=NC(=C1)C)OC1=CC(=CC=C1)C(F)(F)F N-[2-(2,4-dimethylphenyl)ethyl]-6-methyl-3-[3-(trifluoromethyl)phenoxy]pyridazine-4-carboxamide